2-hydroxyphenyl-benzophenone OC1=C(C=CC=C1)C1=C(C(=O)C2=CC=CC=C2)C=CC=C1